C1OCC12CC(C2)=O 2-oxaspiro[3.3]Heptan-6-one